3-amino-N-(3-(3,4-dihydroisoquinolin-2(1H)-yl)-2-hydroxypropyl)-2-methyl-benzamide NC=1C(=C(C(=O)NCC(CN2CC3=CC=CC=C3CC2)O)C=CC1)C